C1(CC1)S(=O)(=O)NC1=NC=CC(=N1)C1(CCOCC1)C(=O)OC methyl 4-(2-(cyclopropanesulfonamido)pyrimidin-4-yl)tetrahydro-2H-pyran-4-carboxylate